OCCOCCOCCN1N=NC(=C1)C1=CC=C(C(=O)N2C(CC2)=O)C=C1 1-(4-(1-(2-(2-(2-hydroxyethoxy)ethoxy)ethyl)-1H-1,2,3-triazol-4-yl)benzoyl)azetidin-2-one